BrCCCCCCC1(C2=CC(=CC=C2C=2C=CC(=CC12)C#C)C#C)CCCCCCBr 9,9-Bis(6-bromohexyl)-2,7-diethynyl-9H-fluorene